2-{[(1S)-1-{4-[3-(4-acryloylpiperazin-1-yl)pent-3-yl]Phenyl}ethyl]Amino}-8-(prop-2-yl)pyrido[2,3-d]Pyrimidin C(C=C)(=O)N1CCN(CC1)C(CC)(CC)C1=CC=C(C=C1)[C@H](C)NC=1N=CC2=C(N1)N(CC=C2)C(C)C